ClC=1C(=C2C(=NC1)NC(=N2)C2=CC=C(C=C2)N2CCC(CC2)CCOC)NC2CCN(CC2)CC 6-Chloro-N-(1-ethylpiperidin-4-yl)-2-{4-[4-(2-methoxyethyl)piperidin-1-yl]phenyl}-3H-imidazo[4,5-b]pyridin-7-amine